FC=1C=C(C=CC1F)[C@H]1[C@@H](CN(C1)C(COC)C)NC(=O)NC1=C(C(=NN1C1=CC=CC=C1)OCC)C 1-((3s,4r)-4-(3,4-difluorophenyl)-1-(1-methoxypropane-2-yl)pyrrolidin-3-yl)-3-(3-ethoxy-4-methyl-1-phenyl-1H-pyrazol-5-yl)urea